ClC1=C(C=CC(=C1)Cl)C1=C(C2=C(SCC1)C=C(C=C2)O)C2=CC=C(C=C2)C=C2CN(CC2)CCCF 4-(2,4-dichlorophenyl)-5-(4-((1-(3-fluoropropyl)pyrrolidin-3-ylidene)methyl)phenyl)-2,3-dihydrobenzo[b]thiepin-8-ol